5'-chloro-2'-[(3-oxopiperazin-1-yl)methyl]-7',8'-dihydro-6'H-spiro[cyclohexane-1,9'-furo[2,3-f]quinazoline]-7'-one ClC=1C=C2C(=C3C4(NC(NC13)=O)CCCCC4)OC(=C2)CN2CC(NCC2)=O